(7-(2-chloro-5-fluorophenyl)-3,3-dioxo-9-oxo-4,7,8,9-tetrahydro-2H-[1,3,4]oxathiazino[6,5-e]isoindol-6-yl)-3-fluoro-5-(trifluoromethyl)benzamide ClC1=C(C=C(C=C1)F)C1NC(C2=C3C(=CC(=C12)C1=C(C(=O)N)C=C(C=C1F)C(F)(F)F)NS(CO3)(=O)=O)=O